ClC1=C(C=C(C=C1)C=1C=NN(C1)C=1N(N=C(C1C(F)(F)F)C(C(F)(F)F)(F)F)C)C(N(COC(OCCOC(CCCC(=O)O)=O)=O)C1(CC1)C#N)=O 1-{2-Chloro-5-[2'-methyl-5'-(pentafluoroethyl)-4'-(trifluoromethyl)-2'H-[1,3'-bipyrazol]-4-yl]phenyl}-2-(1-cyanocyclopropyl)-1,5,10-trioxo-4,6,9-trioxa-2-azatetradecan-14-oic acid